N2-{2-[4-methoxy-2-(trifluoromethoxy)phenyl][1,2,4]triazolo[1,5-c]quinazolin-5-yl}-N-methyl-D-norvalinamide COC1=CC(=C(C=C1)C1=NN2C(=NC=3C=CC=CC3C2=N1)N[C@H](CCC)C(=O)NC)OC(F)(F)F